CN1N=NC(=C1)C(=O)NC(C)C=1SC(=NN1)C1=CC=CC=C1 1-methyl-N-(1-(5-phenyl-1,3,4-thiadiazol-2-yl)ethyl)-1H-1,2,3-triazole-4-carboxamide